tert-butyl (S)-4-(benzyloxy)-8-(chloromethyl)-1-methyl-7,8-dihydro-6H-thieno[3,2-e]indole-6-carboxylate C(C1=CC=CC=C1)OC1=C2C(=C3[C@@H](CN(C3=C1)C(=O)OC(C)(C)C)CCl)C(=CS2)C